(R)-4-((1-(3-(difluoromethyl)-2-fluorophenyl)ethyl)amino)-7-oxo-7H-pyrano[2,3-d]pyrimidine-6-carboxylic acid methyl ester COC(=O)C1=CC2=C(N=CN=C2N[C@H](C)C2=C(C(=CC=C2)C(F)F)F)OC1=O